OCC([C@H](C[C@H]1C(NCC1)=O)NC(=O)[C@H]1N(C2CCC1CC2)C(=O)C=2NC1=CC=CC(=C1C2)OC)=O (S)-N-((S)-4-Hydroxy-3-oxo-1-((S)-2-oxopyrrolidin-3-yl)butan-2-yl)-2-(4-methoxy-1H-indole-2-carbonyl)-2-azabicyclo[2.2.2]octane-3-carboxamide